C(C)S(=O)(=O)C=1C(=NC=CC1)NCC1=C(C(=O)O)C=C(C=C1)S(=O)(=O)C(F)(F)F 2-[[(3-ethylsulfonyl-2-pyridinyl)amino]methyl]-5-(trifluoromethylsulfonyl)benzoic acid